((3R,4R)-1-(6-(4-chlorophenyl)-2-(pyridin-3-yl)pyrimidin-4-yl)-4-hydroxypyrrolidin-3-yl)acetamide ClC1=CC=C(C=C1)C1=CC(=NC(=N1)C=1C=NC=CC1)N1C[C@H]([C@H](C1)O)CC(=O)N